1-(4-((5-(2-chloro-4-phenoxybenzoyl)-7H-pyrrolo[2,3-d]pyrimidin-4-yl)amino)-2-fluorophenyl)piperidine-4-carbaldehyde ClC1=C(C(=O)C2=CNC=3N=CN=C(C32)NC3=CC(=C(C=C3)N3CCC(CC3)C=O)F)C=CC(=C1)OC1=CC=CC=C1